(2s,6s)-1-allyl-4-[4-chloro-2-(dimethoxymethyl)phenyl]-2-methyl-6-(1-methyltriazol-4-yl)piperidin-4-ol C(C=C)N1[C@H](CC(C[C@H]1C=1N=NN(C1)C)(O)C1=C(C=C(C=C1)Cl)C(OC)OC)C